C[C@@H]1CN(C[C@@H](O1)C)C(=O)C=1C2=C(N(N1)CC(=O)N1CCC(CC1)C1=CC=CC=C1)CCC2 2-{3-[(2R,6S)-2,6-dimethylmorpholine-4-carbonyl]-5,6-dihydrocyclopenta[c]pyrazol-1(4H)-yl}-1-(4-phenylpiperidin-1-yl)ethan-1-one